6-chloro-3-fluoro-2-(2-methylphenyl)-1-[[2-(trimethylsilyl)ethoxy]methyl]pyrrolo[3,2-c]pyridine ClC1=CC2=C(C=N1)C(=C(N2COCC[Si](C)(C)C)C2=C(C=CC=C2)C)F